C(C1=CC=CC=C1)(=O)C1=CC=C(C[C@H](N)C(=O)O)C=C1 p-Benzoyl-Phenylalanin